[N+](=O)([O-])C1=CC(=C(C=C1)S(=O)(=O)ON=C(C#N)C1=CC=CC=C1)C(F)(F)F (4-nitro-2-trifluoromethylbenzenesulfonyloxyimino)-phenylacetonitrile